C1(C=2C(C(N1C(C1=CC=CC=C1)S(=O)(=O)[O-])=O)=CC=CC2)=O phthalimido-toluenesulfonate